N-(3-fluoro-4-(1-ethyl-6-(1H-pyrazol-4-yl)-1H-indazol-5-yloxy)phenyl)-1-(4-fluorophenyl)-6-cyclopropyloxy-2-oxo-1,2-dihydropyridine-3-carboxamide FC=1C=C(C=CC1OC=1C=C2C=NN(C2=CC1C=1C=NNC1)CC)NC(=O)C=1C(N(C(=CC1)OC1CC1)C1=CC=C(C=C1)F)=O